BrC=1C2=C(SC1C1=C(C=CC=C1)Br)C=CC=C2 3-bromo-2-(2-bromophenyl)benzo[b]thiophene